C(#C)C=1C=C(C=CC1)OC=1C(C=2C=CC=NC2C(C1OC1=CC(=CC=C1)C#C)=O)=O 6,7-di(3-ethynylphenyloxy)-5,8-quinolinedione